N1(N=CC=2C1=CN=CC2)C[C@@]2(C[C@]1(CN(C(C1=O)=O)C1=NC=C(N=C1)C(C)(C)O)CCC2)C (5S,7S)-7-((1H-pyrazolo[3,4-c]pyridin-1-yl)methyl)-3-(5-(2-hydroxypropan-2-yl)pyrazin-2-yl)-7-methyl-1-oxo-3-azaspiro[4.5]decan-2-one